ClC1(OC2=C(CO1)C=CC=C2)C 2-chloro-2-methyl-4H-benzo-1,3-dioxin